4-((5-(3,5-difluorophenyl)-1-(3-(trifluoromethyl)benzyl)-1H-indazole-7-carboxamido)methyl)benzoic acid FC=1C=C(C=C(C1)F)C=1C=C2C=NN(C2=C(C1)C(=O)NCC1=CC=C(C(=O)O)C=C1)CC1=CC(=CC=C1)C(F)(F)F